FC1=C(C=CC(=C1)F)C1=CC(=NO1)C(=O)NC1(CN(C1)C1CCC(CC1)(C)O)CC(NC(C)(C)C=1C=C(C=CC1)C)=O 5-(2,4-difluorophenyl)-N-(1-(4-hydroxy-4-methylcyclohexyl)-3-(2-oxo-2-((2-(m-tolyl)propan-2-yl)amino)ethyl)azetidin-3-yl)isoxazole-3-carboxamide